e-4-(2-thiazolylazo)resorcinol S1C(=NC=C1)\N=N\C1=C(C=C(O)C=C1)O